ClC1=C(OCC2CCN(CC2)C(=O)N2CC3C(OCC(N3)=O)CC2)C=CC(=C1)F 6-(4-((2-Chloro-4-fluorophenoxy)methyl)piperidine-1-carbonyl)hexahydro-2H-pyrido[4,3-b][1,4]oxazin-3(4H)-one